COC1=C(N=C2C(=N1)NC(=N2)C(F)(F)F)NC2=CC=C(C=C2)C(F)(F)F 6-METHOXY-N-(4-(TRIFLUOROMETHYL)PHENYL)-2-(TRIFLUOROMETHYL)-1H-IMIDAZO[4,5-B]PYRAZIN-5-AMINE